tert-butyl 9-[3-(2,6-dioxo-3-piperidyl)phenyl]-3,9-diazaspiro[5.5]undecane-3-carboxylate 3,9-diazaspiro[5.5]undecane-3-carboxylate C1CN(CCC12CCNCC2)C(=O)O.O=C2NC(CCC2C=2C=C(C=CC2)N2CCC1(CCN(CC1)C(=O)OC(C)(C)C)CC2)=O